5-(2-(((4r,7r)-1-oxaspiro[3.5]nonan-7-yl)amino)-4-methoxy-7H-pyrrolo[2,3-d]pyrimidin-5-yl)-N-methylpyrazolo[1,5-a]pyridine-3-carboxamide O1CCC12CCC(CC2)NC=2N=C(C1=C(N2)NC=C1C1=CC=2N(C=C1)N=CC2C(=O)NC)OC